5-acetamido-2-(4-vinylbenzyl)-2H-tetrazole C(C)(=O)NC=1N=NN(N1)CC1=CC=C(C=C1)C=C